CCCCS(=O)(=O)O The molecule is an alkanesulfonic acid in which the alkyl group directly linked to the sulfo functionality is butyl. It is a conjugate acid of a butane-1-sulfonate.